N-[rac-(2R,3R)-2-hydroxy-3-[3-(trifluoromethyl)anilino]-2,3-dihydro-1H-inden-5-yl]acrylamide O[C@@H]1CC2=CC=C(C=C2[C@H]1NC1=CC(=CC=C1)C(F)(F)F)NC(C=C)=O |r|